N,N'-bis{(E)-[4-(1-methylethyl)phenyl]methylene}ethane-1,2-diamine CC(C)C1=CC=C(C=C1)\C=N\CC/N=C/C1=CC=C(C=C1)C(C)C